(1R,4R)-4-(3-Chloroanilino)-5',6'-dimethoxy-2'-{(2R)-3-[(4-methoxyphenyl)methoxy]-2-methylpropyl}-2',3'-dihydrospiro[cyclohexane-1,1'-indene]-4-carboxylic acid methyl ester COC(=O)C1(CCC2(C(CC3=CC(=C(C=C23)OC)OC)C[C@H](COCC2=CC=C(C=C2)OC)C)CC1)NC1=CC(=CC=C1)Cl